FC1=CC=C2C(=CNC2=C1)C1N(CC2=CC=CC=C12)C(=O)N (6-fluoro-1H-indol-3-yl)isoindoline-2-carboxamide